C12NCC(C1NC1=C(C(=NC3=C(C(=C(C=C13)Cl)C1=CC(=CC3=CC=CC=C13)O)F)N1CC(C1)N(C)C)N)C2 4-(4-(((endo)-2-azabicyclo[2.1.1]hexan-5-yl)amino)-3-amino-6-chloro-2-(3-(dimethylamino)azetidin-1-yl)-8-fluoro-quinolin-7-yl)naphthalen-2-ol